(1R,3S,5R)-N-(6-bromo-5-fluoropyridin-2-yl)-2-azabicyclo[3.1.0]hexane-3-carboxamide BrC1=C(C=CC(=N1)NC(=O)[C@H]1N[C@@H]2C[C@@H]2C1)F